3-[1-(2,6-dichloro-3-fluoro-phenyl)-ethoxy]-5-(4-fluoro-3-methyl-phenyl)-pyridin-2-ylamine ClC1=C(C(=CC=C1F)Cl)C(C)OC=1C(=NC=C(C1)C1=CC(=C(C=C1)F)C)N